(2S,4R)-1-[(2S)-2-(4-cyclopropyltriazol-1-yl)-3,3-dimethyl-butanoyl]-N-[(4,4-dioxo-2,3-dihydro-1,4lambda6-benzoxathiin-2-yl)methyl]-4-hydroxy-pyrrolidine-2-carboxamide C1(CC1)C=1N=NN(C1)[C@H](C(=O)N1[C@@H](C[C@H](C1)O)C(=O)NCC1OC2=C(S(C1)(=O)=O)C=CC=C2)C(C)(C)C